tert-butyl (((1r,4r)-4-((4-(4-((9-((1s,3s)-3-(2-phenylacetamido)cyclobutyl)-9H-purin-6-yl)amino)phenyl)piperazin-1-yl)methyl)cyclohexyl)methyl)carbamate C1(=CC=CC=C1)CC(=O)NC1CC(C1)N1C2=NC=NC(=C2N=C1)NC1=CC=C(C=C1)N1CCN(CC1)CC1CCC(CC1)CNC(OC(C)(C)C)=O